N[C@]1(CN(CC1)C1=C(C(=CC=C1Cl)CC)CN1C2=NC=NC(=C2N=C1)N)C(=O)NC1CC1 (R)-3-Amino-1-(2-((6-amino-9H-purin-9-yl)methyl)-6-chloro-3-ethylphenyl)-N-cyclopropylpyrrolidin-3-carboxamid